tert-butyl 4-(2-((1-(2,6-bis(benzyloxy)pyridin-3-yl)-3-methyl-2-oxo-2,3-dihydro-1H-benzo[d]imidazol-4-yl)oxy)ethyl)piperidine-1-carboxylate C(C1=CC=CC=C1)OC1=NC(=CC=C1N1C(N(C2=C1C=CC=C2OCCC2CCN(CC2)C(=O)OC(C)(C)C)C)=O)OCC2=CC=CC=C2